FC1=C(C=CC=C1)N1N=NC=C1 1-(2-fluorophenyl)-1H-1,2,3-triazol